N-[(1S,3R)-3-[6-cyano-2-(2-fluorophenyl)imidazo[4,5-c]pyridin-1-yl]cyclohexyl]-5-(difluoromethyl)thiazole-2-carboxamide C(#N)C1=CC2=C(C=N1)N=C(N2[C@H]2C[C@H](CCC2)NC(=O)C=2SC(=CN2)C(F)F)C2=C(C=CC=C2)F